FC=1C=C(C=C(C1OCC1(CCOCC1)O)F)C=1C=C(C=2N=CN=C(C2N1)N[C@@H]1CNCCC1)C(=O)N 6-{3,5-difluoro-4-[(4-hydroxytetrahydropyran-4-yl)methoxy]phenyl}-4-{[(3S)-piperidin-3-yl]amino}pyrido[3,2-d]pyrimidine-8-carboxamide